2-((2s,3R,4s,5S)-perfluorocubane-1-yl)ethan-1-ol FC12C3(C4(C2(C2(C1(C3(C42F)F)F)F)F)F)CCO